BrCC1=C(C#N)C=CC=C1 2-(bromomethyl)benzonitrile